CC1=C(C=C(C(=C1)OC1=CC(=CC=C1)SCC(F)(F)F)C)N=CN(C)CC N'-(2,5-dimethyl-4-{3-[(2,2,2-trifluoroethyl)sulfanyl]phenoxy}phenyl)-N-ethyl-N-methyl-imidoformamide